C1(=CC=CC=C1)C(C(=O)NCC=1SC=C2C1CN(C2=O)C2C(NC(CC2)=O)=O)=O 2-phenyl-N-((5-(2,6-dioxopiperidin-3-yl)-4-oxo-5,6-dihydro-4H-thieno[3,4-c]pyrrol-1-yl)methyl)-2-oxo-acetamide